diphenylcycloundecane-5,11-dicarboxylate C1(=CC=CC=C1)OC(=O)C1CCCCC(CCCCC1)C(=O)OC1=CC=CC=C1